2,6-dimethoxycarbonylpentyl-4-pyrone COC(=O)C(CC=1OC(=CC(C1)=O)C(=O)OC)CCC